C1(CC1)C(=O)N1CCC(C1)OCC1=NC(=CC=C1)C(F)(F)F (cyclopropanecarbonyl)-4-((6-(trifluoromethyl)pyridin-2-yl)methoxy)pyrrolidin